Morpholino(2-(piperidin-4-yl)benzo[d]thiazol-6-yl)methanone O1CCN(CC1)C(=O)C1=CC2=C(N=C(S2)C2CCNCC2)C=C1